2-hydroxy-4-aminopyrimidine OC1=NC=CC(=N1)N